4-cyclopropyl-3-((methylsulfinyl)methyl)aniline C1(CC1)C1=C(C=C(N)C=C1)CS(=O)C